methyl 4-(2-hydroxy-3-nitrobenzyl)piperazine-1-carboxylate OC1=C(CN2CCN(CC2)C(=O)OC)C=CC=C1[N+](=O)[O-]